quinolonedilauryl 1,18-octadecenylenedicarboxylate ethyl-6-(cyanomethyl)-4-(4-(trifluoromethyl)phenyl)-4,5,6,7-tetrahydropyrazolo[1,5-a]pyrimidine-6-carboxylate C(C)OC(=O)C1(CN(C=2N(C1)N=CC2)C2=CC=C(C=C2)C(F)(F)F)CC#N.C2=CCCCCCCCCCCCCCCCCC(=O)OCCCCCCCCCCCCC1=C(C(NC3=CC=CC=C13)=O)CCCCCCCCCCCCOC2=O